C(C)(SCC1CS(C1)(=O)=O)=O S-[(1,1-dioxothietan-3-yl)methyl] ethanethioate